N(=C=S)CCCCCC 1-isothiocyanatohexane